4-amino-8-cyclohexyl-N-propylisoquinoline-3-carboxamide NC1=C(N=CC2=C(C=CC=C12)C1CCCCC1)C(=O)NCCC